tert-butyl (2-(2-(4-(2-(((2S,3S,4S,5S,6R)-3,4,5-trihydroxy-6-(2-(S-methylsulfonimidoyl)ethyl)tetrahydro-2H-pyran-2-yl)oxy)ethyl)-1H-1,2,3-triazol-1-yl)ethoxy)ethyl)carbamate O[C@@H]1[C@H](O[C@@H]([C@H]([C@@H]1O)O)CCS(=O)(=N)C)OCCC=1N=NN(C1)CCOCCNC(OC(C)(C)C)=O